2-(3,4-dihydro-1H-2-benzopyran-6-yl)-4,4,5,5-tetramethyl-1,3,2-dioxaborolane C1OCCC2=C1C=CC(=C2)B2OC(C(O2)(C)C)(C)C